CC(C[Al](CC(C(CCC)C)C)CC(C(CCC)C)C)C(CCC)C tris(2,3-dimethylhexyl)aluminum